Undecane-8-carboxylic acid CCCCCCCC(CCC)C(=O)O